4-fluoro-2-(5-(((1S,2R,3R,5R)-2-fluoro-1,5-dimethyl-8-azabicyclo[3.2.1]octan-3-yl)(methyl)amino)pyrazin-2-yl)-5-(1H-pyrazol-4-yl)phenol FC1=CC(=C(C=C1C=1C=NNC1)O)C1=NC=C(N=C1)N(C)[C@H]1[C@H]([C@@]2(CC[C@](C1)(N2)C)C)F